3-chloro-6-(2,6-difluorophenyl)-5-(dimethylamino)-1-ethyl-pyridin-2(1H)-one ClC=1C(N(C(=C(C1)N(C)C)C1=C(C=CC=C1F)F)CC)=O